(R)- or (S)-N-((4-(3-fluoro-4-(trifluoromethyl)phenyl)-4,5,6,7-tetrahydropyrazolo[1,5-a]pyrimidin-6-yl)methyl)acrylamide FC=1C=C(C=CC1C(F)(F)F)N1C=2N(C[C@@H](C1)CNC(C=C)=O)N=CC2 |o1:15|